C[Sn](N)(C)C Trimethyl-(amino)tin